ClC=1C(=C(C(=CC1Cl)Cl)OC(C(=O)OC1=C(C(=C(C=C1Cl)Cl)Cl)C(=O)OCCC1=CC=C(C=C1)C)=O)C(=O)OCCC1=CC=C(C=C1)C bis(3,4,6-trichloro-2-{[2-(4-methylphenyl) ethoxy]carbonyl} phenyl)oxalate